FC1=C2C3=C(NC2=CC=C1)C(=NC(=C3)C(=O)O)C3=CC=C(C=C3)N(S(=O)(=O)C3=CC=CC=C3)C 5-fluoro-1-(4-(N-methylphenylsulfonamido)phenyl)-9H-pyrido[3,4-b]indole-3-carboxylic acid